(R)-N-(1-(3-(difluoromethyl)-2-fluorophenyl)ethyl)-6-(2-methoxypyridin-3-yl)-2-methylpyrido[2,3-d]pyrimidin-4-amine FC(C=1C(=C(C=CC1)[C@@H](C)NC=1C2=C(N=C(N1)C)N=CC(=C2)C=2C(=NC=CC2)OC)F)F